NC=1C=2N(C3=CC(=C(C=C3N1)F)C(=O)N1[C@@H]3[C@H](OC4(C1)CC4)CC=4C=C(C=CC43)C(F)(F)F)C=NC2 (4-amino-7-fluoroimidazo[1,5-a]quinoxalin-8-yl)((4a'S,9a'R)-7'-(trifluoromethyl)-9',9a'-dihydro-3'H-spiro[cyclopropane-1,2'-indeno[2,1-b][1,4]oxazin]-4'(4a'H)-yl)methanone